2-(4-(3-isopropyl-2-(2-methylquinolin-4-yl)-1H-indol-5-yl)piperidin-1-yl)-N-methylacetamide C(C)(C)C1=C(NC2=CC=C(C=C12)C1CCN(CC1)CC(=O)NC)C1=CC(=NC2=CC=CC=C12)C